C(C)O[Si](N=C(C(C)(C)C)C(C)(C)C)(OCC)OCC 1,1,1-triethoxy-N-(2,2,4,4-tetramethylpentan-3-ylidene)silanamine